ClC1=CC(=C(C=C1F)NS(=O)(=O)C)NC1=NC(=NC=C1Cl)Cl N-(4-chloro-2-((2,5-dichloropyrimidin-4-yl)amino)-5-fluorophenyl)methanesulfonamide